tert-Butyl 4-(3,3-difluoro-1-((3-fluorophenyl)sulfonyl)cyclobutyl)-piperidine-1-carboxylate FC1(CC(C1)(S(=O)(=O)C1=CC(=CC=C1)F)C1CCN(CC1)C(=O)OC(C)(C)C)F